C1(CCCCC1)NCCCCCCNC1CCCCC1 N,N'-dicyclohexyl-1,6-hexanediamine